C(C)C1=CC=C(C(=O)OC(C)CC)C=C1 2-butyl 4-ethylbenzoate